N-(4-((4-hydroxybenzyl)amino)phenyl)decanamide OC1=CC=C(CNC2=CC=C(C=C2)NC(CCCCCCCCC)=O)C=C1